2-(4-(6-(4-chloro-2-fluorobenzyloxy)pyridin-2-yl)benzyl)-1-((tetrahydrofuran-2-yl)methyl)-1H-benzo[d]imidazole-6-carboxylic acid ClC1=CC(=C(COC2=CC=CC(=N2)C2=CC=C(CC3=NC4=C(N3CC3OCCC3)C=C(C=C4)C(=O)O)C=C2)C=C1)F